(R)-1-(7-(4-fluorobenzoyl)-8-methyl-3-(3-Methyl-1,2,4-thiadiazol-5-yl)-5,6,7,8-tetrahydroimidazo[1,5-a]pyrazin-1-yl)azaCycloheptan-2-one FC1=CC=C(C(=O)N2[C@@H](C=3N(CC2)C(=NC3N3C(CCCCC3)=O)C3=NC(=NS3)C)C)C=C1